FC1(CCC(CC1)COC=1C=CC=C2CC(COC12)NC(C=C)=O)F N-[8-{(4,4-difluorocyclohexyl)methoxy}chroman-3-yl]acrylamide